C(C=C)(=O)OCCCCCCCC[SiH2]C(I)I acryloxyoctyldiiodomethylsilane